BrC=1N(N=C2C(N(CCC21)[C@H](C(F)F)C)=O)CC2=C(C=CC=C2F)F (S)-3-bromo-2-(2,6-difluorobenzyl)-6-(1,1-difluoropropan-2-yl)-2,4,5,6-tetrahydro-7H-pyrazolo[3,4-c]pyridin-7-one